C(C)OC(=O)C=1C(=NC=2C=CN(C(C2C1)=O)CCOC)C.C[Si](CCOCN1N=CC(=C1)C1=CNC2=C(C=CC=C12)[N+](=O)[O-])(C)C trimethyl-[2-[[4-(7-nitro-1H-indol-3-yl)pyrazol-1-yl]methoxy]ethyl]silane ethyl-6-(2-methoxyethyl)-2-methyl-5-oxo-5,6-dihydro-1,6-naphthyridine-3-carboxylate